NC=1C=C2C=CC=CC2=CC1 6-Aminonaphthalin